NC=1N=C(SC1C(=O)C1=CC(=NO1)OCC1=CC=CC=C1)N(C1=CC=C(C=C1)F)C(C(=O)N)C (N-[4-Amino-5-(3-benzyloxyisoxazol-5-carbonyl)thiazol-2-yl]-4-fluoroanilino)propanamid